2-(4-Butoxy-phenoxy)-N-(5,6-dimethoxy-benzothiazol-2-yl)-2-(4-ethanesulfonyl-phenyl)-acetamide C(CCC)OC1=CC=C(OC(C(=O)NC=2SC3=C(N2)C=C(C(=C3)OC)OC)C3=CC=C(C=C3)S(=O)(=O)CC)C=C1